oxiranyl-butanol O1C(C1)C(CCC)O